methyl 3-(4-hydroxybenzo[b]thiophen-7-yl)-2-methoxypropanoate OC1=CC=C(C=2SC=CC21)CC(C(=O)OC)OC